(S)-2-(2-chloro-6-fluoro-4-((R)-3-(trifluoromethyl)morpholino)benzamido)-3-(8-(1,6-dimethyl-2-oxo-4-(trifluoromethyl)-1,2-dihydropyridin-3-yl)imidazo[1,2-a]pyridin-5-yl)propionic acid ClC1=C(C(=O)N[C@H](C(=O)O)CC2=CC=C(C=3N2C=CN3)C=3C(N(C(=CC3C(F)(F)F)C)C)=O)C(=CC(=C1)N1[C@H](COCC1)C(F)(F)F)F